C[Si](CCOCN1N=C(C=C1)N)(C)C 1-((2-(trimethylsilyl)ethoxy)methyl)-1H-pyrazol-3-amine